O1C=CC2=C1C=CC(=C2)C(CC(=O)OC)C2=CC1=CC(=CC=C1C=C2)OCC(=O)NC2CCCCC2 Methyl 3-(benzofuran-5-yl)-3-(7-(2-(cyclohexylamino)-2-oxoethoxy)naphthalen-2-yl)propanoate